6-Chloro-1-methyl-8-[3-(2-morpholin-4-yl-ethoxy)-phenyl]-9H-pyrido[3,4-b]indole ClC=1C=C2C3=C(NC2=C(C1)C1=CC(=CC=C1)OCCN1CCOCC1)C(=NC=C3)C